CC1NCC1OCC1=CC(=C(C=C1)C)C(F)(F)F 2-Methyl-3-((4-methyl-3-(trifluoromethyl)benzyl)oxy)azetidine